CN1[C@@H]([C@H](CC1=O)C(=O)NCCCOCCCOCCC(=O)OC(C)(C)C)C=1C=NC=CC1 tert-Butyl 3-(3-(3-((2S,3S)-1-methyl-5-oxo-2-(pyridin-3-yl)pyrrolidine-3-carboxamido)propoxy)propoxy)propanoate